tert-butyl (S)-2-(cyanomethyl)-4-(5-(4-(pivaloyloxy)naphthalen-1-yl)-3,4-dihydro-2H-pyrano[2,3-f]quinazolin-10-yl)piperazine-1-carboxylate C(#N)C[C@@H]1N(CCN(C1)C1=NC=NC2=CC(=C3C(=C12)OCCC3)C3=CC=C(C1=CC=CC=C31)OC(C(C)(C)C)=O)C(=O)OC(C)(C)C